N,N'-di-n-propyl-ethylenediamine C(CC)NCCNCCC